binaphthaleneamine C=1(C(=CC=C2C=CC=CC12)N)C1=CC=CC2=CC=CC=C12